FC1=C(C=C(C=2OC3(CCC3)OC21)C(NS(=O)(=O)N2CCCC2)=O)C(=O)O 4-fluoro-7-((pyrrolidin-1-ylsulfonyl)carbamoyl)spiro[benzo[d][1,3]dioxole-2,1'-cyclobutane]-5-carboxylic acid